C(N)(=N)C=1C=C(SC1)[C@@H](C)NC(=O)[C@H]1N(C[C@@H](C1)S(=O)(=O)C)C(CNC(CCCOC1=CC=CC=C1)=O)=O (2S,4R)-N-((R)-1-(4-carbamimidoylthiophen-2-yl)ethyl)-4-(methyl-sulfonyl)-1-((4-phenoxybutanoyl)glycyl)pyrrolidine-2-carboxamide